N-[6-[4-(2,2-Difluoroethyl)piperazin-1-yl]-2-(3-hydroxy-3-methyl-butyl)-1-oxo-isoindolin-5-yl]pyrazolo[1,5-a]pyrimidine-3-carboxamide FC(CN1CCN(CC1)C1=C(C=C2CN(C(C2=C1)=O)CCC(C)(C)O)NC(=O)C=1C=NN2C1N=CC=C2)F